4,4'-((3-cyanopyridine-2,6-diyl)bis(1H-1,2,3-triazole-4,1-diyl))bis(2-hydroxybenzoic acid) C(#N)C=1C(=NC(=CC1)C=1N=NN(C1)C1=CC(=C(C(=O)O)C=C1)O)C=1N=NN(C1)C1=CC(=C(C(=O)O)C=C1)O